ClC=1C(=C(C(=CC1)F)C1=C(C(=NN(C1=O)C)C)OC(C(C)C)=O)\C=C\C1=CC=C(C=C1)F.C1(=CC=CC=C1)C=CC1=CC=CC=C1 stilbene [5-[3-chloro-6-fluoro-2-[(E)-2-(4-fluorophenyl)vinyl]phenyl]-1,3-dimethyl-6-oxo-pyridazin-4-yl]2-methylpropanoate